2-(4-isopropyl-5-(8-methoxy-[1,2,4]triazolo[1,5-a]pyridin-6-yl)-1H-pyrazol-3-yl)-4-methyl-5-(4-methylpiperazin-1-yl)thiazole C(C)(C)C=1C(=NNC1C=1C=C(C=2N(C1)N=CN2)OC)C=2SC(=C(N2)C)N2CCN(CC2)C